CN1N=C(C(=C1)C)NC(C1=C(C=C(C(=C1)F)N1N=C2N(CCCC2)C1=O)O[C@H](C(F)(F)F)C)=O N-(1,4-dimethyl-1H-pyrazol-3-yl)-5-fluoro-4-(3-oxo-5,6,7,8-tetrahydro[1,2,4]triazolo[4,3-a]pyridin-2(3H)-yl)-2-{[(2S)-1,1,1-trifluoropropan-2-yl]oxy}benzamide